9'-(4-(4-(pyridin-3-yl)phenyl)pyridin-3-yl)-9'H-9,3':6',9''-tercarbazole N1=CC(=CC=C1)C1=CC=C(C=C1)C1=C(C=NC=C1)N1C2=CC=C(C=C2C=2C=C(C=CC12)N1C2=CC=CC=C2C=2C=CC=CC12)N1C2=CC=CC=C2C=2C=CC=CC12